4-(2,6-dioxopiperidin-3-yl)furo[3,2-c]pyridin O=C1NC(CCC1C1=NC=CC2=C1C=CO2)=O